C(C)(C)(C)OC(=O)N1C[C@@H](N(CC1)C1=NC=C(C=N1)NC(C1=CN=C(C=C1)F)=O)C.COC=1N=NC(=CC1)SCC1=CC=C(C=C1)OC 3-Methoxy-6-((4-methoxybenzyl)thio)pyridazine tert-butyl-(S)-4-(5-(6-fluoronicotinamido)pyrimidin-2-yl)-3-methylpiperazine-1-carboxylate